6-(((6aR,8R)-6a-ethyl-2-(2-hydroxyphenyl)-5,6,6a,7,8,9-hexahydropyrrolo[1',2':4,5]pyrazino[2,3-c]pyridazin-8-yl)oxy)nicotinaldehyde C(C)[C@]12N(C=3C(=NN=C(C3)C3=C(C=CC=C3)O)NC1)C[C@@H](C2)OC2=NC=C(C=O)C=C2